CC1=NC=CC(C1OCC1=CC=C(C=C1)O)=O 2-methyl-3-(4-hydroxybenzyloxy)-pyridin-4-one